CC=1NCC(C1C(=O)O)C(=O)O 2-methylpyrroline-3,4-dicarboxylic acid